(4-(4-(cyclopropylamino)-4-oxobutyl)-1-phenyl-1H-imidazol-2-yl)-3-(1H-pyrazol-4-yl)benzamide C1(CC1)NC(CCCC=1N=C(N(C1)C1=CC=CC=C1)C1=C(C(=O)N)C=CC=C1C=1C=NNC1)=O